(S)-2-(6-(3-methyl-1H-pyrrolo[2,3-b]pyridin-5-yl)-2-(pyridin-3-ylcarbamoyl)isoindoline-4-yl)pyrrolidine-1-carboxylic acid tert-butyl ester C(C)(C)(C)OC(=O)N1[C@@H](CCC1)C1=C2CN(CC2=CC(=C1)C=1C=C2C(=NC1)NC=C2C)C(NC=2C=NC=CC2)=O